(S)-7-acetylamino-1,2,3-trimethoxy-10-oxo-5,6,7,9-tetrahydrobenzo[a]heptalene C(C)(=O)N[C@H]1CCC2=C(C=3C=CC(CCC13)=O)C(=C(C(=C2)OC)OC)OC